N=1C=NN2C1C=C(C=C2)C=2C=CN1N=C(N=C(C12)OC)N[C@@H]1C(CN(CC1)C)(F)F (S)-5-([1,2,4]triazolo[1,5-a]pyridin-7-yl)-N-(3,3-difluoro-1-methylpiperidin-4-yl)-4-methoxypyrrolo[2,1-f][1,2,4]triazin-2-amine